2-(3-methoxy-4-(prop-2-yn-1-ylamino)phenyl)-2-methylpropanenitrile COC=1C=C(C=CC1NCC#C)C(C#N)(C)C